C1=CC=CC=2C3=CC=CC=C3C(C12)O[P@](=O)(C1=CC=CC=C1)OC1=CC=C(C=C1)C[C@@H](C(=O)OC)NC(=O)OC(C)(C)C Methyl (S)-3-(4-(((R)-((9H-fluoren-9-yl)oxy)(phenyl)phosphoryl)oxy)phenyl)-2-((tert-butoxycarbonyl)amino)propanoate